O=C1NC(CC[C@H]1N(C(C1=C(C=C(C=C1)N1CCN(CC1)CCCCCOC1=CC=C(C=C1)[C@H]1[C@H](CCC2=CC(=CC=C12)O)C1=CC=CC=C1)OC)=O)CC)=O |&1:6| rac-N-(2,6-dioxopiperidin-3-yl)-N-ethyl-4-(4-(5-(4-((1R,2S)-6-hydroxy-2-phenyl-1,2,3,4-tetrahydronaphthalen-1-yl)phenoxy)pentyl)piperazin-1-yl)-2-methoxybenzamide